N1C=2C(=CC=C1)C=C[SiH]2 silolo[2,3-b]pyridine